N1(CCOCC1)C1=NC2=C(N=CC=C2C(=C1)C=1C=CC(=NC1)N)C1=CC=NN1 5-[2-(morpholin-4-yl)-8-(1H-pyrazol-5-yl)-1,7-naphthyridin-4-yl]pyridin-2-amine